C1(CC1)COC=1C=C(CN2CCN(CC2)C(=O)N2N=C(C=C2)NS(=O)(=O)C)C=CC1OC(F)F N-(1-(4-(3-(Cyclopropylmethoxy)-4-(difluoromethoxy)benzyl)piperazine-1-carbonyl)-1H-pyrazol-3-yl)methanesulfonamide